Cl.FC1=C2C=C(N=NC2=CC(=C1)C=1CCNCC1)C1=CC2=CN(N=C2C(=C1)F)C 5-fluoro-3-(7-fluoro-2-methyl-2H-indazol-5-yl)-7-(1,2,3,6-tetrahydropyridin-4-yl)cinnoline hydrochloride